NC1=C2N=CN=C2N(C=N1)C1CCC(C1O)O 5-(6-amino-3H-purin-3-yl)-1,2-cyclopentandiol